NC=1C2=C(N=CN1)N(C=C2C2CCOCC2)[C@H]2[C@@H]([C@@H]([C@H](C2)CNCCCNCCC2=CC=CC=C2)O)O (1R,2S,3R,5R)-3-[4-amino-5-(oxan-4-yl)pyrrolo[2,3-d]pyrimidin-7-yl]-5-[({3-[(2-phenylethyl)amino]propyl}amino)methyl]cyclopentane-1,2-diol